3-[5-[1-[3-[4-[8-fluoro-6-hydroxy-7-(1,1,4-trioxo-1,2,5-thiadiazolidin-2-yl)-2-naphthyl]pyrazol-1-yl]propyl]-4-piperidyl]-3-methyl-2-oxo-benzimidazol-1-yl]piperidine-2,6-dione FC=1C(=C(C=C2C=CC(=CC12)C=1C=NN(C1)CCCN1CCC(CC1)C1=CC2=C(N(C(N2C)=O)C2C(NC(CC2)=O)=O)C=C1)O)N1S(NC(C1)=O)(=O)=O